dibutyl iminodiacetate N(CC(=O)OCCCC)CC(=O)OCCCC